C1(CCCCC1)[NH2+]C1CCCCC1.C(C)(C)(C)OC(=O)NC=1C(=NC(=C(C1)C(F)(F)F)O[C@H](C)CC=C)C(=O)[O-] (R)-3-((tert-Butoxycarbonyl)amino)-6-(pent-4-en-2-yloxy)-5-(trifluoromethyl)picolinic acid dicyclohexylammonium salt